3-hydroxy-4-methoxy-N-(6-phenylquinolin-2-yl)pyridineamide OC=1C(=NC=CC1OC)C(=O)NC1=NC2=CC=C(C=C2C=C1)C1=CC=CC=C1